(E)-3-(4-((2-(benzo[d]thiazol-6-ylamino)pyrimidin-4-yl)oxy)-3,5-dimethylphenyl)acrylonitrile S1C=NC2=C1C=C(C=C2)NC2=NC=CC(=N2)OC2=C(C=C(C=C2C)/C=C/C#N)C